[3-(aminomethyl)3,5,5-trimethylcyclohexyl]dodecane-1,12-diamine NCC1(CC(CC(C1)(C)C)C(CCCCCCCCCCCN)N)C